C(C)(C)(C)OC(CCC(=O)N1CC(CCC1)CCOC1=CC(=C(C=C1)C)C#N)=O 4-(3-(2-(3-Cyano-4-methylphenoxy)ethyl)piperidin-1-yl)-4-oxobutanoic acid tert-butyl ester